2-pentyl-Methyl-cyclopentanone acetate C(C)(=O)O.C(CCCC)C1(C(CCC1)=O)C